C(C)(=O)N1CC(=CC1)C=1N(C2=CC=CC(=C2C1C1=CC=C(C(=O)OC)C=C1)OCC1=CC=CC=C1)C1=CC=C(C=C1)F methyl 4-[2-(1-acetyl-2,5-dihydropyrrol-3-yl)-4-benzyloxy-1-(4-fluorophenyl)indol-3-yl]benzoate